8-Oxa-2-aza-spiro[4.5]decane-2-carboxylic acid [4-methoxy-7-(1-pyridin-3-ylmethyl-1H-pyrazol-4-yl)-thiazolo[4,5-c]pyridin-2-yl]-amide COC1=NC=C(C2=C1N=C(S2)NC(=O)N2CC1(CC2)CCOCC1)C=1C=NN(C1)CC=1C=NC=CC1